3-mercaptophenylpropyl-triethoxysilane SC=1C=C(C=CC1)CCC[Si](OCC)(OCC)OCC